(2R)-2-amino-4-pentene N[C@H](C)CC=C